2-(5-{[(1R,2S,3S,5S)-2-fluoro-1,5-dimethyl-9-azabicyclo[3.3.1]nonan-3-yl](methyl)amino}pyrazin-2-yl)-5-(2-fluoro-6-methoxypyridin-4-yl)phenol F[C@@H]1[C@]2(CCC[C@@](C[C@@H]1N(C=1N=CC(=NC1)C1=C(C=C(C=C1)C1=CC(=NC(=C1)OC)F)O)C)(N2)C)C